1a,6b-dihydro-1H-cyclopropa[4,5]furo[3,2-c]pyridine C1C2C1OC=1C2=CN=CC1